1-((2R,3R,4S,6R)-4-acetoxy-3-(2-acetoxyacetamido)-6-(methoxycarbonyl)-6-(p-tolylthio)tetrahydro-2H-pyran-2-yl)-3-(2-(4-ethynylphenyl)acetamido)propane-1,2-diyl diacetate C(C)(=O)OC(C(CNC(CC1=CC=C(C=C1)C#C)=O)OC(C)=O)[C@@H]1O[C@](C[C@@H]([C@H]1NC(COC(C)=O)=O)OC(C)=O)(SC1=CC=C(C=C1)C)C(=O)OC